C[SiH](C)[C-]1C(=C(C(=C1C)C)C)C.[Li+] Lithium dimethylsilyl-(tetramethylcyclopentadienide)